CN1N=C(C2=CC=C(C=C12)C(=O)NC=1C=C(C=2N(C1)C=C(N2)[C@@H]2N(CCC2)C(=O)OC(C)(C)C)OC)C |r| rac-tert-butyl 2-[6-[(1,3-dimethylindazole-6-carbonyl)amino]-8-methoxy-imidazo[1,2-a]pyridin-2-yl]pyrrolidine-1-carboxylate